Br.BrCC bromoethane hydrobromide